1-(6-(1H-pyrrolo[2,3-b]pyridin-3-yl)quinazolin-4-yl)piperidine-4-carboxylic acid N1C=C(C=2C1=NC=CC2)C=2C=C1C(=NC=NC1=CC2)N2CCC(CC2)C(=O)O